CC1(C(NC2=C(C=CC=C2N1)C)=S)C 3,3,8-trimethyl-3,4-dihydroquinoxaline-2(1H)-thione